1-azido-4-trimethylsilylbut-3-ene N(=[N+]=[N-])CCC=C[Si](C)(C)C